N-((S)-7-chloro-2-oxo-2,3,4,5-tetrahydro-1H-benzo[b]azepin-3-yl)-5-methyl-4,5,6,7-tetrahydro-2H-indazole-3-carboxamide ClC1=CC2=C(NC([C@H](CC2)NC(=O)C=2NN=C3CCC(CC23)C)=O)C=C1